ClC=1C=C(C=CC1F)[C@H](NC(=O)[C@@H]1CNC(O1)=O)C1=CC=C(C=C1)Cl (S)-N-((R)-(3-chloro-4-fluorophenyl)(4-chlorophenyl)methyl)-2-oxooxazolidine-5-carboxamide